CC=1C=C(C=CC1)C=1OC2=C(N1)C=CC=C2 2-(3-methylphenyl)benzoxazole